O1C(=CC=C1)C1=NC2=CC=CC=C2C(=N1)NCCO 2-((2-(furan-2-yl)quinazolin-4-yl)amino)ethan-1-ol